(S)-3-formyl-3-methylpyrrolidine-1-carboxylic acid tert-butyl ester C(C)(C)(C)OC(=O)N1C[C@@](CC1)(C)C=O